CC1=CC=C(C=C1)S(=O)(=O)OC(C)CC sec-butyl 4-methylbenzenesulfonate